C1(=CC(=CC=C1)C1=NC(=NC(=N1)Cl)C1=CC=2C(C3=CC=CC=C3C2C=C1)(C)C)C1=CC=CC=C1 2-Biphenyl-3-yl-4-chloro-6-(9,9-dimethyl-9H-fluoren-2-yl)-[1,3,5]triazin